NCCOCCS(=O)C1=C2CN(CC2=CC=C1)C1C(NC(CC1)=O)=O 4-((2-(2-aminoethoxy)ethyl)sulfinyl)-2-(2,6-dioxopiperidin-3-yl)isoindoline